C(C)(C)[C@H]1[C@@H](C[C@@H](CC1)C)OC(=O)C(C(=O)O)CC(C(=O)O)C1=CC=CC=C1 2-((((1R,2S,5R)-2-isopropyl-5-methylcyclohexyl)oxy)carbonyl)-4-phenylpentanedioic acid